BrC1=C(N=NC2=CC(=C(C=C12)Cl)Br)C 4,7-dibromo-6-chloro-3-methylcinnoline